(3,5)-bipyridine N1=CC(=CC=C1)C=1C=CC=NC1